3-(3,5-difluorophenyl)-N-[(4S)-3,4-dihydro-2H-1-benzopyran-4-yl]-2-methyl-8-(prop-1-en-2-yl)imidazo[1,2-b]pyridazine-7-carboxamide FC=1C=C(C=C(C1)F)C1=C(N=C2N1N=CC(=C2C(=C)C)C(=O)N[C@H]2CCOC1=C2C=CC=C1)C